4-hydroxy-methyl-benzaldehyde OC1=CC(=C(C=O)C=C1)C